COC1=CC=C(C=N1)C1=NC2=CC(=NC=C2C=C1)CN (2-(6-methoxypyridin-3-yl)-1,6-naphthyridin-7-yl)methanamine